N-(1-(1-(1-acetylpiperidin-4-yl)azetidin-3-yl)-3-(difluoromethyl)-1H-pyrazol-4-yl)-6-(1-(1-amino-2-methylpropan-2-yl)-1H-pyrazol-4-yl)-2-picolinamide C(C)(=O)N1CCC(CC1)N1CC(C1)N1N=C(C(=C1)NC(C1=NC(=CC=C1)C=1C=NN(C1)C(CN)(C)C)=O)C(F)F